Cl.CO[C@@H]1CNCC[C@H]1NC1=CC=CC(=N1)S(=O)(=O)NC1=NC(=C(C=C1)C(F)(F)F)C1=C(C=CC=C1)C 6-(((3R,4R)-3-methoxypiperidin-4-yl)amino)-N-(6-(o-tolyl)-5-(trifluoromethyl)pyridin-2-yl)pyridine-2-sulfonamide hydrochloride